(E)-8-Bromo-2,6-dimethyl-2,5-octadienene BrC=C/C(=C/CC=C(C)C)/C